ClC=1N=C(N(C1)C)N1CCC(CC1)CNC=1C2=C(N=C(N1)C1=C(C=CC=C1)C(C)C)N=CC=C2 N-((1-(4-chloro-1-methyl-1H-imidazol-2-yl)piperidin-4-yl)methyl)-2-(2-isopropylphenyl)pyrido[2,3-d]pyrimidin-4-amine